(S)-10-((Dimethylamino)methyl)-4-ethyl-4-hydroxy-3,14-dioxo-3,4,12,14-tetrahydro-1H-pyrano[3',4':6,7]indolizino[1,2-b]quinolin-9-yl Piperazine-1-carboxylate Hydrochloride Cl.N1(CCNCC1)C(=O)OC1=C(C=2C=C3C(=NC2C=C1)C1=CC2=C(C(N1C3)=O)COC([C@]2(O)CC)=O)CN(C)C